Ethyl-5-(3-cyclobutoxyphenyl)-1H-pyrazole C(C)N1N=CC=C1C1=CC(=CC=C1)OC1CCC1